6-(4-chloro-2-fluorophenyl)-2,3-dimethyl-8-(2-(1-methyl-1H-pyrazol-4-yl)morpholino)-4H-pyrido[1,2-a]pyrimidin-4-one ClC1=CC(=C(C=C1)C1=CC(=CC=2N1C(C(=C(N2)C)C)=O)N2CC(OCC2)C=2C=NN(C2)C)F